(E)-1,3,5-triazine-2,4(1H,3H)-dione N1C(NC(N=C1)=O)=O